3,3,3-trifluoro-N-(2-fluoro-4-(8-isopropyl-2-(((1r,4r)-4-((2-methoxyethyl)(methyl)-amino)cyclohexyl)-amino)-7-oxo-7,8-dihydropyrido[2,3-d]-pyrimidin-6-yl)phenyl)-propane-1-sulfonamide FC(CCS(=O)(=O)NC1=C(C=C(C=C1)C1=CC2=C(N=C(N=C2)NC2CCC(CC2)N(C)CCOC)N(C1=O)C(C)C)F)(F)F